tert-butyl (2S)-2-(4,8-difluoro-6-formyl-3,5,6,7-tetrahydro-cyclopenta[f]benzimidazol-2-yl)pyrrolidine-1-carboxylate FC1=C2C(=C(C=3N=C(NC31)[C@H]3N(CCC3)C(=O)OC(C)(C)C)F)CC(C2)C=O